4-((3R,5S)-3,5-dimethylpiperazin-1-yl)-N-(7-fluoro-2,8-dimethylimidazo[1,2-a]pyridin-6-yl)-2,3-dihydro-1H-pyrrolo[2,3-b]pyridine-1-carboxamide 2,2,2-trifluoroacetate FC(C(=O)O)(F)F.C[C@@H]1CN(C[C@@H](N1)C)C1=C2C(=NC=C1)N(CC2)C(=O)NC=2C(=C(C=1N(C2)C=C(N1)C)C)F